N-[(6-Amino-2-pyridyl)sulfonyl]-6-tert-butyl-2-(4-fluorophenyl)pyridin-3-carboxamid NC1=CC=CC(=N1)S(=O)(=O)NC(=O)C=1C(=NC(=CC1)C(C)(C)C)C1=CC=C(C=C1)F